C(#N)C1=CC(=C(C=C1)N1[C@@H]2C[C@H]([C@H](C1)C2)OC(=O)C=2C(=NOC2C2CC2)C2=C(C=CC=C2Cl)Cl)F 5-cyclopropyl-3-(2,6-dichlorophenyl)-1,2-oxazole-4-carboxylic acid (1S,4S,5R)-2-(4-cyano-2-fluorophenyl)-2-azabicyclo[2.2.1]Heptan-5-yl ester